O1C(CCCC1)N1N=C(C=C1)C=O 1-(oxan-2-yl)pyrazole-3-carbaldehyde